C(#N)N1C[C@]2(CCC2C1)NC(=O)C=1SC(=CN1)C1=C(C=NC=C1)SC1=CC=C(C=C1)F N-((1R)-3-Cyano-3-azabicyclo[3.2.0]heptan-1-yl)-5-(3-((4-fluorophenyl)thio)pyridin-4-yl)thiazol-2-carboxamid